2-(1,3-dimethyl-2,6-dioxo-2,3-dihydro-1H-purin-7(6H)-yl)-N-(6-(thiazol-2-yl)pyridin-3-yl)propanamide CN1C(N(C=2N=CN(C2C1=O)C(C(=O)NC=1C=NC(=CC1)C=1SC=CN1)C)C)=O